5-(1-(1-adamantyloxy)ethoxycarbonyl)-7-oxo-bicyclo[2.2.1]Hept-2-ene C12(CC3CC(CC(C1)C3)C2)OC(C)OC(=O)C2C3C=CC(C2)C3=O